S(=O)(=O)(O)O.OC1CN(CC1)C1=CC(C1=O)=O 4-(3-hydroxypyrrolidin-1-yl)cyclobut-3-ene-1,2-dione sulfate